C1(CC1)C1=CC(=C(C=O)C=C1)F 4-CYCLOPROPYL-2-FLUOROBENZALDEHYDE